tert-butyl (S)-2-((benzyloxy)methyl)-7-(4-fluorobenzyl)-6-methyl-2,3-dihydro-1H-pyrido[2,3-b][1,4]oxazine-1-carboxylate C(C1=CC=CC=C1)OC[C@@H]1N(C2=C(OC1)N=C(C(=C2)CC2=CC=C(C=C2)F)C)C(=O)OC(C)(C)C